C(C)(C)(C)C=1C=C(C(=O)OCCCCCCCCCCCCCCCC)C=C(C1O)C(C)(C)C 3,5-di-t-butyl-4-hydroxybenzoic acid, n-hexadecyl ester